C12(CCC(CC1)C2)NC(=N)NC(=N)N norbornyl-biguanide